C(CC(O)(C(=O)[O-])CC(=O)[O-])(=O)[O-].C(CC(O)(C(=O)[O-])CC(=O)[O-])(=O)[O-].[Ca+2].[Ca+2].[Ca+2] Tri-calcium dicitrat